C(C1=CC=CC=C1)(C1=CC=CC=C1)(C1=CC=CC=C1)SCCN 2-(trityl-mercapto)ethylamine